2-((1R,5S,6R)-3-(7,7-difluoro-2-((S)-2-(methyl-d3)azetidin-1-yl)-6,7-dihydro-5H-cyclopenta[d]pyrimidin-4-yl)-3-azabicyclo[3.1.1]heptan-6-yl)acetic acid FC1(CCC2=C1N=C(N=C2N2C[C@H]1C([C@@H](C2)C1)CC(=O)O)N1[C@H](CC1)C([2H])([2H])[2H])F